CS(=O)(=O)C(C)(C)C1=NC(=NC=2N3[C@@H](COC[C@H]3COC12)C)C=1C=C2CCNCC2=CC1 (5R,8aS)-1-(1-methanesulfonyl-1-methyl-ethyl)-5-methyl-3-(1,2,3,4-tetrahydro-isoquinolin-6-yl)-5,6,8a,9-tetrahydro-8H-7,10-dioxa-2,4,4b-triazaphenanthrene